C(C)N(C1CCN(CC1)S(=O)(=O)C1=CC=C(C=C1)NC(NCC=1C=NC=CC1)=O)CC 3-{4-[4-(diethylamino)piperidine-1-sulfonyl]phenyl}-1-(pyridin-3-ylmethyl)urea